COC1=CC=C(C=C1)C(CN(C(C#C)=O)CC(NCC1=NC=CC=C1)=O)C1=CC=CC=C1 N-[2-(4-Methoxyphenyl)-2-phenyl-ethyl]-N-[2-oxo-2-(2-pyridylmethylamino)ethyl]prop-2-ynamide